OC1COCC1OC 3-hydroxy-4-methoxy-tetrahydrofuran